N-[(1-Amino-6-isoquinolyl)methyl]-5-chloro-2-[(1-methyl-4-piperidyl)methylamino]pyridine-3-carboxamide NC1=NC=CC2=CC(=CC=C12)CNC(=O)C=1C(=NC=C(C1)Cl)NCC1CCN(CC1)C